C(C)(C)C1=C(C=CC=C1)NC1=C(C(=O)N)C=CC(=C1)C1=C2C=NN(C2=CC=C1C)C1OCCCC1 ((2-isopropylphenyl)amino)-4-(5-methyl-1-(tetrahydro-2H-pyran-2-yl)-1H-indazol-4-yl)benzamide